BrC1=C(C=C(C=C1C)NC1=NC=C(C(=N1)N[C@@H]1COCC[C@H]1C#N)Cl)CO (trans)-3-((2-((4-bromo-3-(hydroxymethyl)-5-methylphenyl)amino)-5-chloropyrimidin-4-yl)amino)tetrahydro-2H-pyran-4-carbonitrile